1-[1-(3,5-difluorophenyl)-5-methyl-pyrazol-3-yl]piperazine FC=1C=C(C=C(C1)F)N1N=C(C=C1C)N1CCNCC1